2-(7-amino-3-oxa-9-aza-bicyclo[3.3.1]non-9-yl)-5-(2,3-dichloro-phenyl)-6-methyl-pyrimidine-4-carboxylic acid amide NC1CC2COCC(C1)N2C2=NC(=C(C(=N2)C(=O)N)C2=C(C(=CC=C2)Cl)Cl)C